C(CCCCCCCCC)C=1C=CC2=C(N=C(O2)N[C@@H]2CN(CC2)C(=O)OC(C)(C)C)C1 Tert-butyl (S)-3-((5-decylbenzo[d]oxazol-2-yl)amino)pyrrolidine-1-carboxylate